Diethyl (ethoxymethylidene)propanedioate C(C)OC=C(C(=O)OCC)C(=O)OCC